Tert-butyl-(S)-(1-((7-(5-(trifluoromethyl)pyrimidin-2-yl)-5,6,7,8-tetrahydro-[1,2,4]triazolo[1,5-a]pyrazin-2-yl)methoxy)propan-2-yl)carbamate C(C)(C)(C)OC(N[C@H](COCC1=NN2C(CN(CC2)C2=NC=C(C=N2)C(F)(F)F)=N1)C)=O